N6-(2-amino-2-phenyl-propyl)-1-(trideuteriomethyl)-N4-[6-(trifluoromethyl)-3-pyridyl]pyrazolo[3,4-d]pyrimidine-4,6-diamine NC(CNC1=NC(=C2C(=N1)N(N=C2)C([2H])([2H])[2H])NC=2C=NC(=CC2)C(F)(F)F)(C)C2=CC=CC=C2